C1(CCCCC1)C1(C(=O)N)C=CC(C(=O)N)(C=C1)C1CCCCC1 1,4-dicyclohexyl-terephthalamide